The molecule is a leukotriene that is 10,11-dihydroleukotriene B4 in which the three methyl hydrogens at position 20 have been replaced by hydroxy groups. It is a leukotriene, a long-chain fatty acid and a hydroxy polyunsaturated fatty acid. It derives from a leukotriene B4. It is a conjugate acid of a 10,11-dihydro-20,20,20-trihydroxyleukotriene B4(1-). C(CCC(O)(O)O)C/C=C\\C[C@H](CC/C=C/C=C\\[C@H](CCCC(=O)O)O)O